[Cl-].[Cl-].C1(=CC=CC=C1)C(=[Zr+2](C1=C(C(=CC=2C3=CC(=C(C=C3CC12)C1=CC=CC=C1)C(C)(C)C)C(C)(C)C)C1=CC=CC=C1)C1C=CC=C1)C1=CC(=CC=C1)Cl phenyl(m-chlorophenyl)methylene(cyclopentadienyl)(2,7-diphenyl-3,6-di-tert-butylfluorenyl)zirconium dichloride